NC=1N=C(N(C(C1Br)=O)C)N1CCC2(CC1)OC1=C([C@H]2N[S@](=O)C(C)(C)C)C=CC=C1 (R)-N-((R)-1'-(4-amino-5-bromo-1-methyl-6-oxo-1,6-dihydropyrimidin-2-yl)-3H-spiro[benzofuran-2,4'-piperidine]-3-yl)-2-methylpropane-2-sulfinamide